N-((1s,3s)-1-methyl-3-((5-(3-methyl-[1,2,4]triazolo[4,3-a]pyridin-6-yl)-7H-pyrrolo[2,3-d]pyrimidin-2-yl)amino)cyclobutyl)acetamide CC1(CC(C1)NC=1N=CC2=C(N1)NC=C2C=2C=CC=1N(C2)C(=NN1)C)NC(C)=O